((S)-2-amino-1-fluoropropyl)-3-bromo-5-chloro-N-[(thiophen-2-yl)methyl]thieno[3,2-b]pyridin-7-amine NC([C@H](F)C1=C(C2=NC(=CC(=C2S1)NCC=1SC=CC1)Cl)Br)C